(S)-2-(2-methylpyrrolidin-1-yl)ethan-1-amine C[C@@H]1N(CCC1)CCN